5-(2-methoxy-3-methylpyridin-4-yl)-1-[(1S,2S)-2-methyl-1-(5-oxo-4H-1,2,4-Oxadiazol-3-yl)cyclopropyl]Indole-2-carboxylic acid COC1=NC=CC(=C1C)C=1C=C2C=C(N(C2=CC1)[C@@]1([C@H](C1)C)C1=NOC(N1)=O)C(=O)O